3-(10-(o-tolyl)decyl)benzene-1,2-diol C1(=C(C=CC=C1)CCCCCCCCCCC1=C(C(=CC=C1)O)O)C